N,N-Dimethylaminoethylstyrene CN(C)CCC=CC1=CC=CC=C1